O=S1(N(CC(N1)=O)C1=C(C=C(C=C1O)NS(=O)(=O)C1=CC=C(C=C1)N1N=C(C=C1C1=CC=C(C=C1)C)C(F)(F)F)F)=O N-[4-(1,1-dioxido-4-oxo-1,2,5-thiadiazolidin-2-yl)-3-fluoro-5-hydroxyphenyl]-4-[5-(4-methylphenyl)-3-(trifluoromethyl)-1H-pyrazol-1-yl]benzenesulfonamide